(2S)-2-Amino-N-(4-(((3'-methoxy-3-oxo-3H-spiro[isobenzofuran-1,9'-xanthen]-6'-yl)oxy)methyl)phenyl)-4-methylpentanamide N[C@H](C(=O)NC1=CC=C(C=C1)COC=1C=C2OC=3C=C(C=CC3C3(C2=CC1)OC(C1=CC=CC=C13)=O)OC)CC(C)C